1-cyano-1,3-butadiene C(#N)C=CC=C